8-((3-(trifluoromethyl)pyridin-2-yl)oxy)-1,2,3,4-tetrahydroquinolin-2-one FC(C=1C(=NC=CC1)OC=1C=CC=C2CCC(NC12)=O)(F)F